C(C=C)(=O)N1[C@H](CN(CC1)C1=NC(=NC=2CC(CCC12)N1CCCC2=CC=CC=C12)N1CC(C1)N1CCN(CC1)C)CC#N 2-((2S)-1-Acryloyl-4-(7-(3,4-dihydroquinolin-1(2H)-yl)-2-(3-(4-methylpiperazin-1-yl)azetidin-1-yl)-5,6,7,8-tetrahydroquinazolin-4-yl)piperazin-2-yl)acetonitrile